BrC1=CC(=C(C=C1)CBr)OC(F)(F)F 4-bromo-1-(bromomethyl)-2-(trifluoromethoxy)benzene